C(C)(C)(C)OC(=O)N1C[C@H](N(CC1)C)C(C)C (R)-3-isopropyl-4-methylpiperazine-1-carboxylic acid tert-butyl ester